C1(CC1)C1=CC=C(C(=N1)N1CC=2C=NC(=CC2C1=O)C(F)(F)F)S(=O)(=O)CC 2-(6-cyclopropyl-3-ethylsulfonyl-2-pyridinyl)-6-(trifluoromethyl)-3H-pyrrolo[3,4-c]pyridin-1-one